2-[[5-bromo-2-[4-[2-[2-(2-hydroxyethoxy)ethoxy]ethylsulfamoyl]anilino]pyrimidin-4-yl]amino]-6-fluoro-benzamide BrC=1C(=NC(=NC1)NC1=CC=C(C=C1)S(NCCOCCOCCO)(=O)=O)NC1=C(C(=O)N)C(=CC=C1)F